NC1=NC2=CN=C(C=C2C2=C1CCC2)C(=O)N(CC2=NC=C(C=C2)C(F)(F)F)C=2C=NN(C2)C 6-amino-N-(1-methyl-1H-pyrazol-4-yl)-N-((5-(trifluoromethyl)-2-pyridinyl)methyl)-8,9-dihydro-7H-cyclopenta[c][1,7]naphthyridine-2-carboxamide